1-[(2R,4S)-4-(4-amino-3-[2-[1-(difluoromethyl)-6-fluoro-1,3-benzodiazol-5-yl]ethynyl]pyrazolo[3,4-d]pyrimidin-1-yl)-2-(methoxymethyl)pyrrolidin-1-yl]prop-2-en-1-one NC1=C2C(=NC=N1)N(N=C2C#CC2=CC1=C(N(C=N1)C(F)F)C=C2F)[C@H]2C[C@@H](N(C2)C(C=C)=O)COC